8-({4-[1-cyclopropyl-4-(trifluoromethyl)imidazol-2-yl]-3-fluoro-5-methoxyphenyl}methyl)-2-[4-cyclopropyl-6-(difluoromethoxy)pyrimidin-5-yl]pyrido[2,3-d]pyrimidin-7-one C1(CC1)N1C(=NC(=C1)C(F)(F)F)C1=C(C=C(C=C1OC)CN1C(C=CC2=C1N=C(N=C2)C=2C(=NC=NC2OC(F)F)C2CC2)=O)F